FC1(CNCCC1N(C(OC(C)(C)C)=O)C)F Tert-butyl N-(3,3-difluoro-4-piperidinyl)-N-methyl-carbamate